(2-methoxy-6-(1-methyl-1H-pyrazolo[4,3-b]pyridin-6-yl)pyridin-3-yl)-5-methyl-3-phenylisoxazole-4-carboxamide COC1=NC(=CC=C1NC(=O)C=1C(=NOC1C)C1=CC=CC=C1)C=1C=C2C(=NC1)C=NN2C